O1COC2=C1C=CC=C2C(C)NCC2=CC(=NC=C2)N2CCCCC2 1-(1,3-benzodioxol-4-yl)-N-[[2-(1-piperidyl)-4-pyridyl]methyl]ethanamine